2-(4-(2-((3-(Bis((9Z,12Z)-2-hydroxyoctadeca-9,12-dien-1-yl)amino)propyl)disulfaneyl)ethyl)piperazin-1-yl)ethyl 4-(bis(2-hydroxydodecyl)amino)butanoate OC(CN(CCCC(=O)OCCN1CCN(CC1)CCSSCCCN(CC(CCCCCC\C=C/C\C=C/CCCCC)O)CC(CCCCCC\C=C/C\C=C/CCCCC)O)CC(CCCCCCCCCC)O)CCCCCCCCCC